(R)-N-(1-(4-chlorophenyl)-2-hydroxyethyl)-6-((1-(cyclopropylsulfonyl)cyclopropyl)methyl)-1-methyl-7-oxo-4,5,6,7-tetrahydro-1H-pyrazolo[3,4-c]pyridine-3-carboxamide ClC1=CC=C(C=C1)[C@H](CO)NC(=O)C1=NN(C=2C(N(CCC21)CC2(CC2)S(=O)(=O)C2CC2)=O)C